2-chloro-8-imino-7-methyl-9-(4-(1-methyl-4-(trifluoromethyl)-1H-imidazol-2-yl)benzyl)-8,9-dihydro-7H-purine-6-carbonitrile ClC1=NC(=C2N(C(N(C2=N1)CC1=CC=C(C=C1)C=1N(C=C(N1)C(F)(F)F)C)=N)C)C#N